O=C(CC1OC(C2=C(S1)C=CC=C2)=O)C2=CC=CC=C2 (2-oxo-2-phenylethyl)-4H-benzo[d][1,3]oxathiin-4-one